C(C)(C)(C)OC(=O)N1[C@H](CCC1)CO |r| (R)-(±)-1-(t-butoxycarbonyl)-2-pyrrolidinemethanol